(R)-N-(2-(3,3-difluoroazetidin-1-yl)-6-methylpyrimidin-4-yl)-4-((2-hydroxypropyl)sulfonylamino)-2-(6-azaspiro[2.5]oct-6-yl)benzamide FC1(CN(C1)C1=NC(=CC(=N1)NC(C1=C(C=C(C=C1)NS(=O)(=O)C[C@@H](C)O)N1CCC2(CC2)CC1)=O)C)F